O1C(=NC=C1)C=1C=NC(=NC1)N1CCC2(C(N3[C@H](O2)CC[C@H]3C3=CC=CC=C3)=O)CC1 (5'S,7a'R)-1-[5-(1,3-oxazol-2-yl)pyrimidin-2-yl]-5'-phenyltetrahydro-3'H-spiro[piperidine-4,2'-pyrrolo[2,1-b][1,3]oxazol]-3'-one